ClC=1C=CC(=C(C1)C=1C(=NN(C(C1)=O)C1=C(C=CC=C1C(C)(C)C)CCC(=O)NC1=CC=C(C(=O)O)C=C1)OC)C(CF)=O (S)-4-(2-(4-(5-chloro-2-(2-fluoroacetyl)phenyl)-3-methoxy-6-oxopyridazin-1(6H)-yl)-3-tert-butyl-phenylpropionamido)benzoic acid